[Ca].OC(C(=O)NCCC(=O)O)C(CO)(C)C N-(alpha,gamma-dihydroxy-beta,beta-dimethylbutyryl)-beta-aminopropionic acid calcium